3-[2-(2-Ethoxy-2-oxoethoxy)propan-2-yl]pyrrolidine-1-carboxylic acid tert-butyl ester C(C)(C)(C)OC(=O)N1CC(CC1)C(C)(C)OCC(=O)OCC